C(C(=C)C)(=O)[O-].OC(C[NH-])C beta-hydroxypropylamide methacrylate